2-Bromo-4-isopropylsulfonyl-1-methoxybenzene BrC1=C(C=CC(=C1)S(=O)(=O)C(C)C)OC